(R)-5-((1-Hydroxy-2-methylpropan-2-yl)amino)-N-(6-(2-methylmorpholino)pyridin-2-yl)-3-(6-azaspiro[2.5]octan-6-yl)pyrazin-2-carboxamid OCC(C)(C)NC=1N=C(C(=NC1)C(=O)NC1=NC(=CC=C1)N1C[C@H](OCC1)C)N1CCC2(CC2)CC1